Acetoacetic acid (2-ethylhexyl) ester C(C)C(COC(CC(=O)C)=O)CCCC